C(CCCCCC)OC1=CC=C(C=C1)[C@@H](CC(=O)O)C#CC (3R)-3-[4-(heptyloxy)phenyl]hex-4-ynoic acid